C(#N)C=1C=C(C=CC1)C=1N=C(SC1)NC(CNC(=O)C1=CN=CN1C)=O N-(2-((4-(3-cyanophenyl)thiazol-2-yl)amino)-2-oxoethyl)-1-methyl-1H-imidazole-5-carboxamide